C(C#C)S prop-2-yne-1-thiol